N1=NC(=NN=C1C1=CC=C(N)C=C1)C1=CC=C(N)C=C1 4,4'-(1,2,4,5-tetrazine-3,6-diyl)bisaniline